N-[7-{4-(dimethylamino)phenoxy}chroman-4-yl]acrylamide CN(C1=CC=C(OC2=CC=C3C(CCOC3=C2)NC(C=C)=O)C=C1)C